C(C)OC(CC=1C=C(C=CC1)CC(=O)O)=O 2-(3-(2-ethoxy-2-oxo-ethyl)phenyl)acetic acid